C(CCCCC)NC(CCCCC)=O N-hexyl-caproamide